C(C)(C)C1(CCC1)NC(=O)C1CCN(CC1)C1CC2CCC(C1)N2C2=NC(=NO2)C N-(1-isopropylcyclobutyl)-1-(8-(3-methyl-1,2,4-oxadiazol-5-yl)-8-azabicyclo[3.2.1]oct-3-yl)piperidine-4-carboxamide